C(C)(C)(C)OC(NC1=CC(=NC=C1O)NC(C)=O)=O (2-Acetamido-5-hydroxypyridin-4-yl)carbamic acid tert-butyl ester